(6-cyanopyridin-3-yl)boric acid C(#N)C1=CC=C(C=N1)OB(O)O